ClC1=C(NC2=NSC=3C2=NC=C(N3)C=O)C=CC=C1C1=CC3=C(OCCO3)C=C1 3-(2-Chloro-3-(1,4-benzodioxan-6-yl)anilino)isothiazolo[4,5-b]pyrazin-6-aldehyde